NC([C@H](C[C@H]1C(NCCC1)=O)NC([C@H](CC(C)(C)C)NC(OC(C)(C)C)=O)=O)=O tert-butyl ((S)-1-(((S)-1-amino-1-oxo-3-((S)-2-oxopiperidin-3-yl)propan-2-yl)amino)-4,4-dimethyl-1-oxopentan-2-yl)carbamate